chlorobis(4-phenylphenyl)phosphane Tert-butyl-(3S,4R)-3-hydroxy-4-methylpyrrolidine-1-carboxylate C(C)(C)(C)OC(=O)N1C[C@H]([C@@H](C1)C)O.ClP(C1=CC=C(C=C1)C1=CC=CC=C1)C1=CC=C(C=C1)C1=CC=CC=C1